C(C1=CC=CC=C1)OC1=NC(=CC=C1N1C(N(C2=C1C=CC(=C2)C=2CCN[C@@H](C2)C)C)=O)OCC2=CC=CC=C2 (R)-1-(2,6-bis(benzyloxy)pyridin-3-yl)-3-methyl-5-(6-methyl-1,2,3,6-tetrahydropyridin-4-yl)-1H-benzo[d]imidazol-2(3H)-one